FC(C(=O)O)(F)F.CC1=NOC(=C1C=1C=CC(=C(C1)N(C1=CC=C(C=C1)C(C#N)=C)CC1CNCC1)C)C (4-((5-(3,5-dimethylisoxazol-4-yl)-2-methylphenyl)(pyrrolidin-3-ylmethyl)amino)phenyl)acrylonitrile trifluoroacetate